1-benzyl-4-(4-chlorophenyl)-1H-1,2,3-triazole C(C1=CC=CC=C1)N1N=NC(=C1)C1=CC=C(C=C1)Cl